ClC1=NC=C(C=N1)NC(=O)N[C@@H](C(F)(F)F)C=1OC2=C(C1C)C=C(C=C2)F (R)-1-(2-chloropyrimidin-5-yl)-3-(2,2,2-trifluoro-1-(5-fluoro-3-methylbenzofuran-2-yl)ethyl)urea